N2,N2,N7,N7-tetrakis(4-methoxyphenyl)-N2,N2,N7,N7-tetrakis(4-vinylphenyl)-9,9-spirobi[fluorene]-2,2,7,7-tetraamine COC1=CC=C(C=C1)N(C1(C=C2C3(C4=CC(C=CC4=C2C=C1)(N(C1=CC=C(C=C1)C=C)C1=CC=C(C=C1)OC)N(C1=CC=C(C=C1)C=C)C1=CC=C(C=C1)OC)C1=CC=CC=C1C=1C=CC=CC13)N(C1=CC=C(C=C1)C=C)C1=CC=C(C=C1)OC)C1=CC=C(C=C1)C=C